1-(2-(5,6-dihydroxypyrimidin-4-yl)propyl)-4-((4-(morpholinomethyl)phenyl)ethynyl)pyridin-2(1H)-one OC=1C(=NC=NC1O)C(CN1C(C=C(C=C1)C#CC1=CC=C(C=C1)CN1CCOCC1)=O)C